2-Methyl-6-(2,3,5,6-Tetrafluoro-4'-(Methylsulfonyl)-[1,1'-Biphenyl]-4-yl)-1H-benzo[d]Imidazol CC1=NC2=C(N1)C=C(C=C2)C2=C(C(=C(C(=C2F)F)C2=CC=C(C=C2)S(=O)(=O)C)F)F